5-TERT-BUTYL-1H-IMIDAZOLE-4-CARBALDEHYDE C(C)(C)(C)C1=C(N=CN1)C=O